5-((4-bromophenoxy)methyl)-2,2-dimethyl-1,3-dioxane BrC1=CC=C(OCC2COC(OC2)(C)C)C=C1